tert-butyl (1R,3S,5S)-3-(2-((1S,5R)-3-(8-cyanoquinolin-5-yl)-5-(trifluoromethyl)-3-azabicyclo[3.1.0]hexane-1-carbonyl)hydrazine-1-carbonyl)-8-azabicyclo[3.2.1]octane-8-carboxylate C(#N)C=1C=CC(=C2C=CC=NC12)N1C[C@@]2(C[C@@]2(C1)C(F)(F)F)C(=O)NNC(=O)C1C[C@H]2CC[C@@H](C1)N2C(=O)OC(C)(C)C